C(C)(C)(C)C=1C=C(CC(C(=O)OCCCC(C2CC(N(C(C2)(C)C)C)(C)C)C2CC(N(C(C2)(C)C)C)(C)C)C(=O)[O-])C=C(C1O)C(C)(C)C bis(1,2,2,6,6-pentamethyl piperidin-4-yl)-butyl (3,5-di-t-butyl 4-hydroxybenzyl)malonate